trimethoxy-3-cyclopropyl-cyclohexyl-silane CO[Si](C1CC(CCC1)C1CC1)(OC)OC